C(C1=CC=C(C=C1)SSC1=CC=C(C(=O)O)C=C1)(=O)O 4,4'-dithiodibenzoic acid